N-(2-(((S)-1-((1,3-dioxoisoindolin-2-yl)-methyl)-2-((1R,2S)-2-(ethylcarbamoyl)cyclohexane-1-carbonyl)-1,2,3,4-tetrahydroisoquinolin-8-yl)oxy)ethyl)-5-methylisoxazole-3-carboxamide O=C1N(C(C2=CC=CC=C12)=O)C[C@H]1N(CCC2=CC=CC(=C12)OCCNC(=O)C1=NOC(=C1)C)C(=O)[C@H]1[C@H](CCCC1)C(NCC)=O